2,4-bis(1,1-dimethylethyl)-6-(1-phenylethyl)phenol CC(C)(C)C1=C(C(=CC(=C1)C(C)(C)C)C(C)C1=CC=CC=C1)O